FC1=NC=CC=2C(=C3C(=CC12)CCC3)S(=O)(=O)NCC(C)(C)F 1-fluoro-N-(2-fluoro-2-methyl-propyl)-7,8-dihydro-6H-cyclopenta[g]isoquinoline-5-sulfonamide